7-bromo-4-methoxy-5-(4-phenoxyphenyl)-5H-pyrrolo[3,2-d]pyrimidine BrC1=CN(C2=C1N=CN=C2OC)C2=CC=C(C=C2)OC2=CC=CC=C2